(S)-N-(1-(4-fluorophenyl)ethyl)-2-(((5-(imidazo[1,2-a]pyridin-6-yl)thiophen-2-yl)methyl)amino)nicotinamide FC1=CC=C(C=C1)[C@H](C)NC(C1=C(N=CC=C1)NCC=1SC(=CC1)C=1C=CC=2N(C1)C=CN2)=O